FC=1C=C(C=CC1F)C1=CC=CC(=N1)S(=O)(=O)C1=CC=C(C=C1)CNC(=O)C1=CC=2C=NC=CC2N1 N-({4-[6-(3,4-difluorophenyl)pyridine-2-sulfonyl]phenyl}methyl)-1H-pyrrolo[3,2-c]pyridine-2-carboxamide